C(CC)S(=O)CC1CN(C1)C(=O)C=1C(=CC(=C(C#N)C1)C1=CC=C(C=C1)C(F)(F)F)C(F)(F)F 5-[3-(propylsulfinylmethyl)azetidine-1-carbonyl]-4-(trifluoromethyl)-2-[4-(trifluoromethyl)phenyl]benzonitrile